CC1=NC2=CC3=C(C=C2C(N1C1C(NC(CC1)=O)=O)=O)CNC3 3-(2-methyl-4-oxo-4,6,7,8-tetrahydro-3H-pyrrolo[3,4-g]quinazolin-3-yl)piperidine-2,6-dione